1-Cyclopropyl-N-[2,3-dichloro-4-[5-[2-[[(3S,5S)-5-fluoro-3-piperidyl]amino]pyrimidin-4-yl]-2-methyl-thiazol-4-yl]oxy-phenyl]methanesulfonamide C1(CC1)CS(=O)(=O)NC1=C(C(=C(C=C1)OC=1N=C(SC1C1=NC(=NC=C1)N[C@@H]1CNC[C@H](C1)F)C)Cl)Cl